4-(p-maleimidophenyl)-butyrate C1(C=CC(N1C1=CC=C(C=C1)CCCC(=O)[O-])=O)=O